BrC1=C(C=CC=C1)C1=C(C(N(C(=C1)C1=CC=C(C=C1)OCC)C)=O)C#N 4-(2-bromophenyl)-6-(4-ethoxyphenyl)-1-methyl-2-Oxo-1,2-dihydropyridine-3-carbonitrile